NC1=CC=C(OC2=CC=C(C(C)(C)C3=CC(=CC=C3)C(C3=CC=C(C=C3)OC3=CC=C(C=C3CF)N)(C)C)C=C2)C(=C1)CF 1,3-bis[4-(4-amino-6-fluoromethylphenoxy)-α,α-dimethylbenzyl]benzene